FC(C1=CC2=C(C3=C(CCNCC3)S2)C=C1)(F)F 8-(trifluoromethyl)-2,3,4,5-tetrahydro-1H-benzo[4,5]thieno[2,3-d]azepine